(R)-6-(5-(4-methyl-4H-1,2,4-triazol-3-yl)pyridin-3-yl)-N-(1-phenylethyl)-quinazolin-4-amine CN1C(=NN=C1)C=1C=C(C=NC1)C=1C=C2C(=NC=NC2=CC1)N[C@H](C)C1=CC=CC=C1